FC1=C(C=CC(=C1)[N+](=O)[O-])N1CCC(CC1)CN(C1CCC(CC1)NC(OC(C)(C)C)=O)C tert-butyl ((1r,4r)-4-(((1-(2-fluoro-4-nitrophenyl)piperidin-4-yl)methyl)(methyl)amino)cyclohexyl)carbamate